C(#N)C1=C(SC2=C1CN(CC2)CC2CCCCC2)NC(CC2=CC1=C(S(CC1)(=O)=O)C=C2)=O N-(3-Cyano-5-(cyclohexylmethyl)-4,5,6,7-tetrahydrothieno[3,2-c]pyridin-2-yl)-2-(1,1-dioxido-2,3-dihydrobenzo[b]thiophen-5-yl)acetamid